C[N+](CCCCCC)(CCCCCC)CCCCCC methyltri-n-hexyl-ammonium